2-(7-Fluoro-2,3-dihydrobenzo[b][1,4]dioxin-6-yl)-3-(2-methylpyridin-4-yl)imidazo[1,2-a]pyrimidine FC=1C(=CC2=C(OCCO2)C1)C=1N=C2N(C=CC=N2)C1C1=CC(=NC=C1)C